Cl.C(C)OC(C(C(C(CC=1C(=C(C=CC1)C1=CC=CC=C1)F)N)O)(F)F)=O 4-amino-2,2-difluoro-5-(2-fluoro-[1,1'-biphenyl]-3-yl)-3-hydroxypentanoic acid ethyl ester hydrochloride